NC1=NC=C(C=C1C(=O)OC)C(F)(F)F methyl 2-amino-5-(trifluoromethyl)pyridine-3-carboxylate